(R)-1-(5-bromo-2'-chloro-[1,1'-biphenyl]-2-carbonyl)-4-fluoro-N-((R,Z)-4-(methylsulfonyl)but-3-en-2-yl)azepane-4-carboxamide BrC1=CC=C(C(=C1)C1=C(C=CC=C1)Cl)C(=O)N1CC[C@](CCC1)(C(=O)N[C@H](C)\C=C/S(=O)(=O)C)F